P(OC)([O-])=O mono-methyl phosphonate